COC1=C(C=C(C=C1)C=1C=C(C=NC1)C(CO)CO)OCCC 2-(5-(4-methoxy-3-propoxyphenyl)pyridin-3-yl)propane-1,3-diol